NCC=1OC=NN1 2-aminomethyl-1,3,4-oxadiazole